3-[2-[2-(dimethylamino)ethoxy]ethyl]-1-[3-(2-methoxyphenyl)-1-[[2-(trimethylsilyl)ethoxy]methyl]pyrrolo[2,3-b]pyridin-6-yl]urea CN(CCOCCNC(NC1=CC=C2C(=N1)N(C=C2C2=C(C=CC=C2)OC)COCC[Si](C)(C)C)=O)C